2-[2-(5-isobutyl-3-methyl-cyclohexen-1-yl)ethyl]-1,3-dioxolane C(C(C)C)C1CC(C=C(C1)CCC1OCCO1)C